(S)-2-((((9H-fluoren-9-yl)methoxy)carbonyl)amino)-5-((S)-3-((tert-butoxycarbonyl)amino)piperidin-1-yl)-5-oxopentanoic acid C1=CC=CC=2C3=CC=CC=C3C(C12)COC(=O)N[C@H](C(=O)O)CCC(=O)N1C[C@H](CCC1)NC(=O)OC(C)(C)C